C(#N)C1(CC1)C1=C(C(=CC(=C1)F)F)C=1C=CC(=NC1)[C@H](CO)NC(=O)NC=1N=C(SC1)C#C (R)-1-(1-(5-(2-(1-cyanocyclopropyl)-4,6-difluorophenyl)pyridin-2-yl)-2-hydroxyethyl)-3-(2-ethynyl-thiazol-4-yl)urea